N-((4-Methylmorpholin-2-yl)methyl)-3-(((7-(pyridin-4-yl)-2,3-dihydrofuro[3,2-c]pyridin-4-yl)amino)methyl)benzamid CN1CC(OCC1)CNC(C1=CC(=CC=C1)CNC1=NC=C(C2=C1CCO2)C2=CC=NC=C2)=O